(2-chlorophenyl)-benzhydrol ClC1=C(C=CC=C1)C(C1=CC=CC=C1)(C1=CC=CC=C1)O